O=C(CCCCCCCCC(=O)N)CC 10-oxododecanamide